C(C1=CC=CC=C1)O[C@@H]([C@@H](C(=O)OCC1=CC=CC=C1)N1C(C2(C1)CCCCC2)=O)C Benzyl (2S,3R)-3-(Benzyloxy)-2-(1-Oxo-2-Azaspiro[3.5]Nonan-2-Yl)Butanoate